5-BROMO-3,4-DIMETHYLPYRIDIN-2-AMINE BrC=1C(=C(C(=NC1)N)C)C